O=P1(OCCCO1)ON1N=NC2=C(C1=O)C=CC=C2 3-[O-(2-oxo-1,3,2-dioxaphosphorinanyl)-oxy]-1,2,3-benzotriazin-4(3H)-one